(ethoxydimethyl-silyl)propylamine C(C)O[Si](C)(C)CCCN